C=C1CN2CC3(CC2C1)CC3 6'-methylenedihydro-1'H,3'H-spiro[cycloPropane-1,2'-pyrrolizine]